C(C1=CC=CC=C1)N1CC2OC3=CC(=NC(NS(C4=CC=CC(C(N(C[C@@H]1CC(C)C)C2)=O)=C4)(=O)=O)=N3)C3=C(C=CC=C3C)C (19S)-18-benzyl-12-(2,6-dimethylphenyl)-19-(2-methylpropyl)-15-oxa-8λ6-thia-1,9,11,18,22-pentaazatetracyclo[14.4.1.13,7.110,14]tricosa-3(23),4,6,10(22),11,13-hexaene-2,8,8-trione